N-(4-((S)-3-((R)-3-(3-chlorophenyl)-2,2-dimethylpyrrolidin-1-yl)-2-hydroxypropoxy)phenyl)-N-methylmethanesulfonamide ClC=1C=C(C=CC1)[C@@H]1C(N(CC1)C[C@@H](COC1=CC=C(C=C1)N(S(=O)(=O)C)C)O)(C)C